Cl.FC(C1CCC(CC1)NC(=O)C=1C2=C(N(N1)C1=CC=C(C=C1)NC(OC1=CC=C(C=C1)[N+](=O)[O-])=O)CCOC2)(F)F (4-nitrophenyl) N-[4-[3-[[4-(trifluoromethyl)cyclohexyl]carbamoyl]-6,7-dihydro-4H-pyrano[4,3-c]pyrazol-1-yl]phenyl]carbamate hydrochloride